3-ethyl-5-methylbenzamidine C(C)C=1C=C(C(=N)N)C=C(C1)C